NC=1C=CC(=C2C=CC=NC12)OC=1N=C(SC1C1=NC(=NC=C1)N[C@@H]1CN(C[C@H](C1)F)C(=O)OC(C)(C)C)C tert-butyl (3S,5S)-3-[[4-[4-[(8-amino-5-quinolyl)oxy]-2-methyl-thiazol-5-yl]pyrimidin-2-yl]amino]-5-fluoro-piperidine-1-carboxylate